5-chloro-2-(6-(((cis)-3-hydroxy-3-methylcyclobutyl)amino)-1,2,4-triazin-3-yl)-3-methylphenol ClC=1C=C(C(=C(C1)O)C=1N=NC(=CN1)NC1CC(C1)(C)O)C